N-(4-(benzyloxy)phenethyl)-4-fluorobenzamide C(C1=CC=CC=C1)OC1=CC=C(CCNC(C2=CC=C(C=C2)F)=O)C=C1